(6aR)-8-acryloyl-4-chloro-3-(2-fluoro-6-hydroxyphenyl)-1-morpholino-6,6a,7,8,9,10-hexahydro-12H-pyrazino[2,1-c]pyrido[3,4-f][1,4]oxazepin-12-one C(C=C)(=O)N1C[C@@H]2COC3=C(C(N2CC1)=O)C(=NC(=C3Cl)C3=C(C=CC=C3O)F)N3CCOCC3